C1(=CC=C(C=C1)N(C=1C=C(C=C(C1)N(C1=CC=CC=C1)C1=CC2=C(OC3=C2C=CC=C3)C=C1)C1=CC=CC=C1)C1=CC=C(C=C1)C1=CC=CC=C1)C1=CC=CC=C1 N3,N3-bis([1,1'-biphenyl]-4-yl)-N5-(dibenzo[b,d]furan-2-yl)-N5-phenyl-[1,1'-biphenyl]-3,5-diamine